1-(2-(dimethylamino)-ethyl)-1H-imidazole-4-carboxylic acid, sodium salt [Na+].CN(CCN1C=NC(=C1)C(=O)[O-])C